morpholin-4-yl-(S)-pyrrolidin-3-yl-methanone hydrochloride Cl.N1(CCOCC1)C(=O)[C@@H]1CNCC1